(2R,3R,4R,5S,6S)-2-((2-pentanoyloxy-acetoxy)methyl)-6-(4-chloro-3-(4-ethoxyphenyl)phenyl)tetrahydro-2H-pyran C(CCCC)(=O)OCC(=O)OC[C@@H]1O[C@@H](CCC1)C1=CC(=C(C=C1)Cl)C1=CC=C(C=C1)OCC